ClC=1C=NN2C1C(=CC(=C2)C=2N=NN(C2C)C2CCN(CC2)C#N)OC(CO)C2=NC=C(C=C2)F 4-[4-[3-Chloro-4-[1-(5-fluoro-2-pyridyl)-2-hydroxy-ethoxy]pyrazolo[1,5-a]pyridine-6-yl]-5-methyl-triazol-1-yl]piperidine-1-carbonitrile